[N+](=[N-])=CC(CC[C@@H](C(=O)OC(C)C)NC([C@H](CC1=CN(C2=NC=CC=C21)C)O)=O)=O isopropyl (S)-6-diazo-2-((S)-2-hydroxy-3-(1-methyl-1H-pyrrolo[2,3-b]pyridin-3-yl)propanamido)-5-oxohexanoate